2-(2,5-Dimethyl-1H-pyrrol-1-yl)-4-methyl-6,7-dihydropyrazolo[1,5-a]pyrazine CC=1N(C(=CC1)C)C1=NN2C(C(=NCC2)C)=C1